FC(C(=O)O)(F)F.FC1=CC=CC=2C=3C(CN(C3C=CC21)C(N)=N)C 6-fluoro-1-methyl-1,2-dihydro-3H-benzo[e]Indole-3-carboximidamide 2,2,2-trifluoroacetate salt